OCC1CCC(CC1)C=1OC2=C(N1)C=C(C(=C2)NC(=O)C2=NC(=CC=C2)C(F)(F)F)C(=O)OC methyl 2-[4-(hydroxymethyl)cyclohexyl]-6-[[6-(trifluoromethyl)pyridine-2-carbonyl] amino]-1,3-benzoxazole-5-carboxylate